CN1C([C@@H](CC2=CC=CC(=C12)C(=C)C1=C(C=CC=C1)C(F)(F)F)NC(=O)N)=O ((3R)-1-methyl-2-oxo-8-(1-(2-(trifluoromethyl)phenyl)vinyl)-1,2,3,4-tetrahydroquinolin-3-yl)urea